C1(=CC(=CC=C1)CC1N(CCC1=O)C(=O)OC(C)(C)C)C1=CC=CC=C1 tert-butyl 2-(biphenyl-3-ylmethyl)-3-oxopyrrolidine-1-carboxylate